(S)-2-amino-4-((2-(3-fluorobenzamido)benzyl)amino)butanoic acid N[C@H](C(=O)O)CCNCC1=C(C=CC=C1)NC(C1=CC(=CC=C1)F)=O